CN(C=1C(=C(C(=C2C=NNC12)C=1C=CC=2N(N1)C=C(N2)NC(=O)[C@H]2[C@H](C2)F)CC)F)C (1S,2S)-N-(6-(7-(dimethylamino)-5-ethyl-6-fluoro-1H-indazol-4-yl)imidazo[1,2-b]pyridazin-2-yl)-2-fluorocyclopropane-1-carboxamide